N1CCC(CC1)C=1C=C(C=CC1)NC1C(NC(CC1)=O)=O 3-((3-(piperidin-4-yl)phenyl)amino)piperidine-2,6-dione